C(C(C)C)C=1N=C(C(=NC1)C)C 5-isobutyl-2,3-dimethylpyrazine